[6-[(5-cyclopropyl-2-methyl-pyrazol-3-yl)methyl]-2,6-diazaspiro[3.3]heptan-2-yl]-[6-(3-cyclopropyl-1H-pyrazol-5-yl)-2-azaspiro[3.3]heptan-2-yl]methanone C1(CC1)C=1C=C(N(N1)C)CN1CC2(CN(C2)C(=O)N2CC3(C2)CC(C3)C3=CC(=NN3)C3CC3)C1